2'-(2-chloroanilino)-6'-dibutylamino-spiro(phthalide-3,9'-xanthen) ClC1=C(NC2=CC=3C4(C5=CC=C(C=C5OC3C=C2)N(CCCC)CCCC)OC(=O)C2=CC=CC=C24)C=CC=C1